(R)-11-[2-[2-[(Diethylamino)methyl]-1-piperidinyl]acetyl]-5,11-dihydro-6H-pyrido[2,3-b][1,4]benzodiazepin-6-one C(C)N(CC)C[C@@H]1N(CCCC1)CC(=O)N1C2=C(NC(C3=C1C=CC=C3)=O)C=CC=N2